N-[[6-[2-(3-hydroxy-3-methyl-cyclobutyl)acetyl]-6-azaspiro[2.5]octan-2-yl]methyl]furo[2,3-c]pyridine-2-carboxamide OC1(CC(C1)CC(=O)N1CCC2(C(C2)CNC(=O)C2=CC=3C(=CN=CC3)O2)CC1)C